C1(=CC=CC=C1)C1(CC1)NC(=O)C=1C=2C[C@@H]3[C@H](C2N(N1)C1=CC=C(C=C1)OC)C3 (1aR,5aR)-2-(4-Methoxy-phenyl)-1a,2,5,5a-tetrahydro-1H-2,3-diaza-cyclopropa[a]pentalene-4-carboxylic acid (1-phenylcyclopropyl)-amide